C(C)OC(=O)C1=CC(=NN1CC1OC1)C1=CC=C(C=C1)F 3-(4-fluorophenyl)-1-(oxiran-2-ylmethyl)-1H-pyrazole-5-carboxylic acid ethyl ester